N1=CC(=CC=C1)C=1C2=CC=C(N2)C(=C2C=CC(C(=C3C=CC(=C(C=4C=CC1N4)C=4C=NC=CC4)N3)C=3C=NC=CC3)=N2)C=2C=NC=CC2.[Ni+2] nickel (II) 5,10,15,20-tetra(3-pyridyl)porphyrin